C(C=C)(=O)NC(C)(C)CS(=O)(=O)[O-].[Na+] Sodium AcryloyldimethylTaurate